2-chloro-4-nitro-1H-benzo[d]imidazole ClC1=NC2=C(N1)C=CC=C2[N+](=O)[O-]